13Z-beta-carotene CC1(C)CCCC(C)=C1\C=C\C(\C)=C\C=C\C(\C)=C/C=C/C=C(\C)/C=C/C=C(\C)/C=C/C1=C(C)CCCC1(C)C